(R)-2-Methyl-3-(7-methyl-1H-benzo[d]imidazol-2-yl)-N-((S)-11-oxo-2,3,10,11-tetrahydro-1H,5H-benzo[d]pyrazolo[1,2-a][1,2]diazepin-10-yl)propanamid C[C@@H](C(=O)N[C@H]1C2=C(CN3N(C1=O)CCC3)C=CC=C2)CC2=NC3=C(N2)C(=CC=C3)C